C(=O)C=1C=C(C(=O)OC)C=CC1O methyl 3-formyl-4-hydroxybenzoate